5-methylthio-1-(4-vinylbenzyl)-1H-tetrazole CSC1=NN=NN1CC1=CC=C(C=C1)C=C